SCC(=O)OCCCC([C@H]1CC[C@]2(C3=CC([C@@H]4C[C@H]([C@H](C[C@@]4(C3CC[C@]12C)C)O)O)=O)O)=O 2-[2-oxo-2-[(2S,3R,5R,10R,13R,14S,17S)-2,3,14-trihydroxy-10,13-dimethyl-6-oxo-2,3,4,5,9,11,12,15,16,17-decahydro-1H-cyclopenta[a]phenanthren-17-yl]ethyl]ethyl sulfanylacetate